COC(=O)C1=CC=C2/C(/C(N(C2=C1)C(C)=O)=O)=C(\C1=CC=CC=C1)/OCC.OCC1=CC(=NO1)C(=O)NN 5-(hydroxymethyl)isoxazole-3-carbohydrazide methyl-(Z)-1-acetyl-3-(ethoxy(phenyl)methylene)-2-oxoindoline-6-carboxylate